(1S)-1-[4-(4-chloro-2,3,7,10-tetrazatricyclo[7.4.0.02,6]trideca-1(9),3,5,7-tetraen-10-yl)phenyl]-2,2-difluoro-N-methyl-propan-1-amine ClC1=NN2C=3CCCN(C3C=NC2=C1)C1=CC=C(C=C1)[C@@H](C(C)(F)F)NC